(tridecyl)-4,4'-butylidenebis(2-tert-butyl-5-methylphenol) bisphosphite P(O)(O)O.P(O)(O)O.C(CCCCCCCCCCCC)CCCC(C1=CC(=C(C=C1C)O)C(C)(C)C)C1=CC(=C(C=C1C)O)C(C)(C)C